OCCNC1=CC2=C(OCO2)C=C1 5-((2-hydroxyethyl)amino)-1,3-benzodioxole